O(OS(=O)(=O)[O-])S(=O)(=O)[O-].[Na+].[Na+] Disodium dioxidanedisulfonate